4-(2,2-difluoroethoxy)-N-((3R,4S)-3-fluoro-1-(3-methyloxetan-3-yl)piperidin-4-yl)-5-(quinoxalin-6-yl)pyrrolo[2,1-f][1,2,4]triazin-2-amine FC(COC1=NC(=NN2C1=C(C=C2)C=2C=C1N=CC=NC1=CC2)N[C@@H]2[C@@H](CN(CC2)C2(COC2)C)F)F